dioxoxanthone O=C1C(C=2C(C3=CC=CC=C3OC2C=C1)=O)=O